tert-butyl ((4-(4-(trifluoromethyl)phenyl)pyrido[3,4-d]pyrimidin-2-yl)methyl)carbamate FC(C1=CC=C(C=C1)C=1C2=C(N=C(N1)CNC(OC(C)(C)C)=O)C=NC=C2)(F)F